OCCOCN1C(=S)NC(=O)C(C)=C1SC1=CC=CC=C1 (1-[(2-hydroxyethoxy)methyl])-6-(phenylthio)-2-thiothymine